Sodium (2R,3R,4S,5R)-6-(((R)-5-hexanamido-4-methylpentyl)amino)-2,3,4,5-tetrahydroxy-6-oxohexyl sulfate S(=O)(=O)(OC[C@H]([C@H]([C@@H]([C@H](C(=O)NCCC[C@H](CNC(CCCCC)=O)C)O)O)O)O)[O-].[Na+]